C(C)(C)(C)OC(CO[C@@H]1C[C@@H](C1)OCC1=CC=CC=C1)=O.COC1=CC=C(C=C1)\C=C\C(=O)C1=CC=C(C=C1)C 4-methoxy-4'-methyl-chalcone cis-tert-butyl-2-(3-(benzyloxy)cyclobutoxy)acetate